1,2-bis(5-formyl-2-methylthiophene-3-yl)cyclopentene C(=O)C1=CC(=C(S1)C)C1=C(CCC1)C1=C(SC(=C1)C=O)C